C=1N(C=CN2C=NC=CC21)C(=O)[O-] pyrazino[1,2-c]pyrimidine-2-carboxylate